3-(4-bromo-2-methylthiazole-5-carbonyl)-1-((2-(trimethylsilyl)ethoxy)methyl)-1H-pyrazole-5-carbonitrile BrC=1N=C(SC1C(=O)C1=NN(C(=C1)C#N)COCC[Si](C)(C)C)C